[C@@H]12CNCC[C@H]2N(C1)C(=O)OC(C)(C)C tert-butyl (1R,6R)-3,7-diazabicyclo[4.2.0]octane-7-carboxylate